CC1C=NC(=CC1(C1=CC=NC=C1)C)C 3,4,6-trimethyl-4,4'-bipyridine